2-(((7-chloro-4-oxo-4H-pyrido[1,2-a]pyrimidin-2-yl)methyl)amino)-N-(furan-2-ylmethyl)benzamide ClC=1C=CC=2N(C(C=C(N2)CNC2=C(C(=O)NCC=3OC=CC3)C=CC=C2)=O)C1